Methyl 2-(2-amino-5-chlorothiazol-4-yl)-2-methylpropanoate NC=1SC(=C(N1)C(C(=O)OC)(C)C)Cl